CC1=C(C=CC(=C1)N1C[C@H]2CC[C@@H](C1)N2C)NC2=NC=C(C(=N2)NCCCN2C(COCCC2)=O)C(F)(F)F 4-(3-((2-((2-methyl-4-((1R,5S)-8-methyl-3,8-diazabicyclo[3.2.1]octan-3-yl)phenyl)amino)-5-(trifluoromethyl)pyrimidin-4-yl)amino)propyl)-1,4-oxazepan-3-one